C1(CC1)NC(C1=CC(=C(C=C1)C)C=1C=NC(=C(C1)COC)NC(CO)(C)C)=O N-cyclopropyl-3-(6-((1-hydroxy-2-methylpropan-2-yl)amino)-5-(methoxymethyl)pyridin-3-yl)-4-methylbenzamide